C(=CC)N1CC(CC1)C=1SC(=C(N1)C#CC1=CC(=CC(=C1)OC)OC)C(=O)N 2-(1-propenylpyrrolidin-3-yl)-4-((3,5-dimethoxyphenyl)ethynyl)thiazole-5-carboxamide